(S)-1-(difluoromethyl)-N-(7-(piperazin-1-yl)chroman-3-yl)-1H-pyrrolo[2,3-b]pyridine-5-carboxamide FC(N1C=CC=2C1=NC=C(C2)C(=O)N[C@@H]2COC1=CC(=CC=C1C2)N2CCNCC2)F